FC(C1=NN=C(O1)C=1C=CC(=NC1)CN1N=NC(=C1CNC)C1=CC=CC=C1)F 1-(1-((5-(5-(difluoromethyl)-1,3,4-oxadiazol-2-yl)pyridin-2-yl)methyl)-4-phenyl-1H-1,2,3-triazol-5-yl)-N,N-dimethylamine